ClC=1C=CC(=C(C1)NC1=CC(=NC=C1C(=O)NOCC)NC1=NC(=NC(=C1)C)C)NS(=O)(=O)C 4-((5-chloro-2-(N-methylsulfonylamino)phenyl)amino)-6-((2,6-dimethylpyrimidin-4-yl)amino)-N-ethoxynicotinamide